C(C)(C)N1C(=NN=C1)C1=CC=CC(=N1)NC(=N)NC1=CC=C(C=C1)C=1C=NN(C1)C 1-(6-(4-isopropyl-4H-1,2,4-triazol-3-yl)pyridin-2-yl)-3-(4-(1-methyl-1H-pyrazol-4-yl)phenyl)guanidine